ClC=1C(=C(C=CC1F)[C@@H](NC(=O)[C@H]1NC(NC1)=O)C1=NC=C(N=C1)OCC(F)(F)F)F (4S)-N-((R)-(3-chloro-2,4-difluorophenyl)(5-(2,2,2-trifluoroethoxy)pyrazin-2-yl)methyl)-2-oxoimidazolidine-4-carboxamide